(1R,9bR)-1-(2-(difluoromethoxy)phenyl)-8-(2-(2-hydroxypropan-2-yl)pyrimidin-5-yl)-2,3-dihydro-1H-pyrrolo[2,1-a]isoindol-5(9bH)-one FC(OC1=C(C=CC=C1)[C@H]1CCN2[C@H]1C1=CC(=CC=C1C2=O)C=2C=NC(=NC2)C(C)(C)O)F